C(CCCCCCC(C)C)OC(C1=CC=CC=C1)=O Isodecylbenzoat